C[C@H]1N([C@H](CN(C1)C1=NC=C(N=C1)C(F)(F)F)C)C(=O)OCCC1CCN(CC1)C([2H])([2H])C1=C(C(=C(C(=C1[2H])[2H])[2H])[2H])[2H] 2-(1-((phenyl-d5)methyl-d2)piperidin-4-yl)ethyl (2R,6S)-2,6-dimethyl-4-(5-(trifluoromethyl)pyrazin-2-yl)piperazine-1-carboxylate